O=C1N(CC2=CC(=CC=C12)OCCCN1CCC(CC1)N1N=CC(=C1)C1=NC2=CC=CC=C2N=C1)C1C(NC(CC1)=O)=O 3-(1-oxo-5-(3-(4-(4-(quinoxalin-2-yl)-1H-pyrazol-1-yl)piperidin-1-yl)propoxy)isoindolin-2-yl)piperidine-2,6-dione